1,4-dioxacycloheptadecan-5,17-dione O1CCOC(CCCCCCCCCCCC1=O)=O